tert-butyl ((3R,6S)-6-methylpiperidin-3-yl)carbamate C[C@H]1CC[C@H](CN1)NC(OC(C)(C)C)=O